bis(1,2,2,6,6-pentamethyl-4-piperidinyl)[[3,5-bis(1,1-dimethylethyl)-4-hydroxyphenyl]methyl]butylmalonate CN1C(CC(CC1(C)C)OC(C(C(=O)OC1CC(N(C(C1)(C)C)C)(C)C)(CCCC)CC1=CC(=C(C(=C1)C(C)(C)C)O)C(C)(C)C)=O)(C)C